2-(6-bromo-4-chloro-5-methoxy-1-oxophthalazin-2-yl)-N-(5-fluoropyrimidin-2-yl)acetamide BrC=1C(=C2C(=NN(C(C2=CC1)=O)CC(=O)NC1=NC=C(C=N1)F)Cl)OC